NC1=CC(=C(C=C1)NC(C1=C(C=CC(=C1)Cl)O)=O)Cl N-(4-amino-2-chlorophenyl)-5-chloro-2-hydroxybenzamide